2-[3-ethylsulfanyl-4-[7-methyl-3-(trifluoromethyl)imidazo[4,5-c]pyridazin-6-yl]phenyl]-2-methyl-propionitrile C(C)SC=1C=C(C=CC1C1=NC2=C(N=NC(=C2)C(F)(F)F)N1C)C(C#N)(C)C